C(C)OCC1OCCC1 2-(ethoxymethyl)tetrahydrofuran